(±)-4-{3-[4,5-dichloro-1-methyl-6-(oxetan-3-ylmethoxy)-1H-indole-2-amido]oxolan-3-yl}benzoic acid ClC1=C2C=C(N(C2=CC(=C1Cl)OCC1COC1)C)C(=O)N[C@@]1(COCC1)C1=CC=C(C(=O)O)C=C1 |r|